BrC1=C(C=C(C=C1)/C=C/C(=O)OC)OC methyl (E)-3-(4-bromo-3-methoxyphenyl)prop-2-enoate